trans-4-((3,5-dimethylmorpholinyl)methyl)piperidine-1-carboxylic acid tert-butyl ester C(C)(C)(C)OC(=O)N1CCC(CC1)CN1[C@H](COC[C@@H]1C)C